COC(=O)C1=CC(=CC=2N(C=NC21)NCC2=CC=CC=C2)C2=C(C=C(C=C2)C)Cl (benzylamino)-6-(2-chloro-4-methylphenyl)-1H-benzo[d]Imidazole-4-carboxylic acid methyl ester